CN1N=CC(=C1)C=1C=C(C(=O)O)C=CN1 2-(1-methyl-1H-pyrazol-4-yl)isonicotinic acid